[Si](C)(C)(C(C)(C)C)O[C@H](COC1=CC=C(C(=O)NC2=CC=C(C=C2)N2CCN(CC2)C2=NC=CC=C2)C=C1)CF |r| rac-4-(2-((tert-Butyldimethylsilyl)oxy)-3-fluoropropoxy)-N-(4-(4-(pyridin-2-yl)piperazin-1-yl)phenyl)benzamid